(E)-(4-(1-(3-(2-((5,6-difluoro-2,3-dihydro-1H-inden-2-yl) amino) pyrimidin-5-yl) acryloyl) pyrrolidin-3-yl)-1H-1,2,3-triazol-1-yl) methylpentanoate CC(C(=O)ON1N=NC(=C1)C1CN(CC1)C(\C=C\C=1C=NC(=NC1)NC1CC2=CC(=C(C=C2C1)F)F)=O)CCC